OC1C[C@H]([C@@H](CC1)N1N=C2C=C(C(=CC2=C1)C(=O)NC1=CN=C2N1N=CC=C2)OC)C 2-((1R,2R)-4-hydroxy-2-methylcyclohexyl)-N-(imidazo[1,2-b]pyridazin-3-yl)-6-methoxy-2H-indazole-5-carboxamide